[Os].N1(C=NC=C1)C1=NC=CC(=N1)C(=O)NC=1C=NC=CC1 2-(1H-imidazol-1-yl)-N-(pyridin-3-yl)pyrimidine-4-carboxamide Osmium